C(C)(C)[Si](C(C)C)(C(C)C)C(S)[C@@H](O)[C@H](O)CS triisopropylsilyl-dithiothreitol